3-(6-(9,9-dimethylacridin-10(9H)-yl)pyrimidin-4-yl)phenol CC1(C2=CC=CC=C2N(C=2C=CC=CC12)C1=CC(=NC=N1)C=1C=C(C=CC1)O)C